C1=CC2=C(C=CN2C=C1)O indolizinol